C(C1=CC=CC=C1)C1=C(C(NC2=CC=C(C=C12)Cl)=O)C1=NNC(C1)C1=CC=C(C=C1)C1=CC=C(C=C1)F 4-benzyl-6-chloro-3-[5-[4-(4-fluorophenyl)phenyl]-4,5-dihydro-1H-pyrazol-3-yl]-1H-quinolin-2-one